[Si](C)(C)(C(C)(C)C)OCC[C@H](C)N(C1=CC(=NC=C1)Cl)C1CC1 (S)-N-(4-((tert-butyldimethylsilyl)oxy)butane-2-yl)-2-chloro-N-cyclopropylpyridin-4-amine